BrC=1C=C2C(C(NC(C2=CC1)=O)(C)OC)(F)F 6-bromo-4,4-difluoro-3-methoxy-3-methyl-3,4-dihydroisoquinolin-1(2H)-one